tert-butyl (2R)-2-((tert-butyldimethylsilyl)oxy)-3-(4-(1,2-diaminoethyl)-phenoxy)propanoate [Si](C)(C)(C(C)(C)C)O[C@@H](C(=O)OC(C)(C)C)COC1=CC=C(C=C1)C(CN)N